FC1=CC=C(C=C1)C1=C(N(C=N1)C(C)C)C=1NC=C(N1)C(=O)NC1=CC=C(C=C1)N1CC(N(C(C1)C)C)C 5'-(4-fluorophenyl)-3'-isopropyl-N-(4-(3,4,5-trimethylpiperazin-1-yl)phenyl)-1H,3'H-[2,4'-biimidazole]-4-carboxamide